[Cl-].[Cl-].O[Zn+2] hydroxyl-zinc dichloride